4-(3-((3-bromopyrazolo[1,5-a]pyridin-6-yl)oxy)propyl)morpholine BrC=1C=NN2C1C=CC(=C2)OCCCN2CCOCC2